(1R,3aS,4R,9aR,E)-1-hydroxy-4-(hydroxymethyl)-7-isopropyl-1-(methoxymethyl)-9a-methyl-2,3,3a,4,6,8,9,9a-octahydrodicyclopenta[a,d][8]annulen-5(1H)-one O[C@@]\1(CC[C@@H]2/C1=C\[C@@]1(C(CC([C@H]2CO)=O)=C(CC1)C(C)C)C)COC